1-(Phenyl-diazenyl)naphthalen-2-ol C1(=CC=CC=C1)N=NC1=C(C=CC2=CC=CC=C12)O